C(C)N([C@@H](CCCCNC(N)=N)C(=O)O)CC diethylhomoarginine